(1R,3S)-3-(3-{[(1-methyl-1H-pyrazol-5-yl)acetyl]amino}-1H-pyrazol-5-yl)cyclopentyl (2S)-butan-2-ylcarbamate C[C@@H](CC)NC(O[C@H]1C[C@H](CC1)C1=CC(=NN1)NC(CC1=CC=NN1C)=O)=O